ClC1=NN(C=2C=C(C(=C(C12)C#N)C(=O)C1=C(C=CC(=C1)F)Cl)NC1=C(C=C(C=C1)OC)OC)CC(F)F 3-chloro-5-[(2-chloro-5-fluorophenyl)carbonyl]-1-(2,2-difluoroethyl)-6-[(2,4-dimethoxyphenyl)amino]indazole-4-carbonitrile